C(C=C)(=O)NC=1C(=CC(=C(C1)NC1=NC=C(C(=N1)NC1=C(C=CC=C1)C1=NN(C=C1)C)C(=O)OC(C)C)OC)N1C[C@H](CC1)N(C)C Isopropyl (S)-2-((5-acrylamido-4-(3-(dimethylamino)pyrrolidin-1-yl)-2-methoxyphenyl)amino)-4-((2-(1-methyl-1H-pyrazol-3-yl)phenyl)amino)pyrimidine-5-carboxylate